C(C(C)C)C1=CC=C(C=C1)C(C(=O)N(C)C=1SC=C(N1)C1=CC=C(C=C1)OC)C 2-(4-isobutylphenyl)-N-(4-(4-methoxyphenyl)thiazol-2-yl)-N-methylpropanamide